FC(CCNC(=O)NS(=O)(=O)C=1SC(=CC1C1=CC=C(C=C1)CN1C(=NC=C1)C)CC(C)C)F 1-(3,3-difluoropropyl)-3-(5-isobutyl-3-{p-[(2-methyl-1H-imidazol-1-yl)methyl]phenyl}-2-thienylsulfonyl)urea